FC=1C=2N(C=CC1)N=C(C2)[C@H]2N(CCC1=C2N=CN1)C(=O)C=1OC(=NN1)C=1C=NC=CC1 (S)-(4-(4-fluoropyrazolo[1,5-a]pyridin-2-yl)-6,7-dihydro-1H-imidazo[4,5-c]pyridin-5(4H)-yl)(5-(pyridin-3-yl)-1,3,4-oxadiazol-2-yl)methanone